[Si](C1=CC=CC=C1)(C1=CC=CC=C1)(C(C)(C)C)OC[C@H]1[C@@H](N([C@H](C1)COC(C1=CC=CC=C1)(C1=CC=CC=C1)C1=CC=CC=C1)C(=O)OC(C)(C)C)C(=O)OC 1-(tert-Butyl) 2-methyl (2R,3R,5R)-3-(((tert-butyldiphenylsilyl)oxy)methyl)-5-((trityloxy)methyl)pyrrolidine-1,2-dicarboxylate